6-chloro-5-(piperidin-1-yl)pyridazin-3(2H)-one ClC=1C(=CC(NN1)=O)N1CCCCC1